1-(1-(1-(azetidin-3-ylmethyl)azetidin-3-yl)piperidin-4-yl)-2-(4-phenoxyphenyl)-4,5,6,7-tetrahydropyrazolo[1,5-a]pyrimidine-3-carboxamide N1CC(C1)CN1CC(C1)N1CCC(CC1)N1C(C(=C2N1CCCN2)C(=O)N)C2=CC=C(C=C2)OC2=CC=CC=C2